NC=1C=C(C=CC1C)NC(=O)OC methyl 3-amino-4-methylbenzenecarbamate